((7aS,10R)-8-methyl-7a,8,9,10-tetrahydro-7H-indolo[7,1-fg][1,7]naphthyridin-10-yl)(piperidin-1-yl)methanone CN1C[C@@H](C=C2C3=C4N(C[C@@H]12)C=CC4=CC=C3)C(=O)N3CCCCC3